C12CCC(CC1)N2C(=O)C=2N=C(SC2)C(=O)NCC(C)(C)O 4-((1S,4S)-7-azabicyclo[2.2.1]Heptane-7-carbonyl)-N-(2-hydroxy-2-methylpropyl)thiazole-2-carboxamide